C1=C(C=CC2=CC=CC=C12)C1=CC=CC=2C3=CC=CC=C3C(C12)C1=CC=CC=C1 (naphthalen-2-yl)9-phenyl-9H-fluorene